FC(C(CC(=O)C1=C(C=CC=C1OC)F)=O)F 4,4-difluoro-1-(2-fluoro-6-methoxyphenyl)butane-1,3-dione